BrC=1C=NN2C1C=C(C=C2)C(F)(F)F 3-bromo-5-(trifluoromethyl)pyrazolo[1,5-a]pyridine